NC1=NN2C(C=C(C=C2)C=2C(=C(C(=O)OCC)C(=CC2)C)F)=N1 ethyl 3-(2-amino-[1,2,4]triazolo[1,5-a]pyridin-7-yl)-2-fluoro-6-methylbenzoate